NCCCCCCCCCCCCCCCC=CC(=O)[O-] 18-aminooctadecenoate